ClC1=CC=2C(C3=CC=CC=C3C2C=C1)(C=1C=NC=CC1)C=1C=NC=CC1 3,3'-(2-chloro-9H-fluorene-9,9-diyl)dipyridine